C(C)S(=O)(C)=NC1=NC(=C(C2=CC3=C(C=C12)NC=C3)C3=CC=C(C=C3)F)C(C)C ethyl((5-(4-fluorophenyl)-6-isopropyl-1H-pyrrolo[3,2-g]isoquinolin-8-yl)imino)(methyl)-λ6-sulfanone